C(#C)O ACETYLENEOL